(e)-oxacyclohexadec-13-en-2-one O1C(CCCCCCCCCC\C=C\CC1)=O